C(C1=CC=CC=C1)OCCCC1(CCCCC1)CO (1-(3-(Benzyloxy)propyl)cyclohexyl)methanol